(5-(2-((3-(4-methylpiperazin-1-yl)phenyl)amino)-7H-pyrrolo[2,3-d]pyrimidin-5-yl)pyrazolo[1,5-a]pyridin-3-yl)(piperidin-1-yl)methanone CN1CCN(CC1)C=1C=C(C=CC1)NC=1N=CC2=C(N1)NC=C2C2=CC=1N(C=C2)N=CC1C(=O)N1CCCCC1